O=C1NC(CCC1C1NC(C2=CC(=CC=C12)C#N)=O)=O (2,6-dioxo-3-piperidinyl)-3-oxo-isoindoline-5-carbonitrile